heptadecan-9-yl 8-(((1-(2-hydroxyethyl)-1H-pyrazol-4-yl)methyl)(8-oxo-8-(undecyloxy)octyl)amino)octanoate OCCN1N=CC(=C1)CN(CCCCCCCC(=O)OC(CCCCCCCC)CCCCCCCC)CCCCCCCC(OCCCCCCCCCCC)=O